(2R)-3-[tert-butyl(dimethyl)silyl]oxy-1,1-difluoro-propan-2-ol [Si](C)(C)(C(C)(C)C)OC[C@H](C(F)F)O